NC[C@]1(CC=2C(=NC=C(C2C2=C(C(=O)N)C=CC=C2F)Cl)O1)C1=CC=CC=C1 2-((2S,4S)-2-(aminomethyl)-5-chloro-2-phenyl-2,3-dihydrofuro[2,3-b]pyridin-4-yl)-3-fluoro-benzamide